3-isothiocyanato-3-(3-(trifluoromethyl)phenyl)butanoic acid methyl ester COC(CC(C)(C1=CC(=CC=C1)C(F)(F)F)N=C=S)=O